dimethylmethylene(cyclopentadienyl)(9-fluorenyl)hafnium dichloride [Cl-].[Cl-].CC(C)=[Hf+2](C1C2=CC=CC=C2C=2C=CC=CC12)C1C=CC=C1